N-(2-methyl-3-oxocyclohex-1-en-1-yl)acetamide CC1=C(CCCC1=O)NC(C)=O